P(O)(=O)(OP(=O)(O)O)OC[C@@H]1[C@H]([C@H]([C@@H](O1)C1=CNC(=O)NC1=O)O)O pseudouridine-diphosphate